FC=1C=C2C(NN=C(C2=CC1F)C1=CC2=C(NC(=N2)NC(OC2CCC2)=O)C=C1)=O Cyclobutyl (5-(6,7-difluoro-4-oxo-3,4-dihydrophthalazin-1-yl)-1H-benzimidazol-2-yl)carbamate